ClC=1C(=C(C(=CC1)C(F)F)C1=CN=C(C(=N1)C(=O)NC=1C=NN(C1)[C@@H](C)C=1C=NC(=C(C1)O)N1C([C@@H]2C[C@@H]2C1)=O)C)F 6-(3-chloro-6-(difluoromethyl)-2-fluorophenyl)-N-(1-((S)-1-(5-hydroxy-6-((1r,5S)-2-oxo-3-azabicyclo[3.1.0]hex-3-yl)pyridin-3-yl)ethyl)-1H-pyrazol-4-yl)-3-methylpyrazine-2-carboxamide